propylene glycol bistrimellitate C(C=1C(C(=O)O)=CC(C(=O)O)=CC1)(=O)O.C(C=1C(C(=O)O)=CC(C(=O)O)=CC1)(=O)O.C(C(C)O)O